n-butyltriphenylphosphine iodide [I-].C(CCC)C1=C(C=CC=C1)P(C1=CC=CC=C1)C1=CC=CC=C1